9-(4-methoxybenzyl)-2-(6-methylpyridin-2-yl)-9H-purine COC1=CC=C(CN2C3=NC(=NC=C3N=C2)C2=NC(=CC=C2)C)C=C1